CC1(OB(OC1(C)C)C1=CC=CC2=CC=CC=C12)C 4,4,5,5-tetramethyl-2-naphthalen-1-yl-1,3,2-dioxaborolane